C(CC)N(C(OCCl)=O)CCC chloromethyl N,N-dipropylcarbamate